4-(5-methoxy-2-methyl-1H-indol-3-yl)-2-(6-methoxypyridin-3-yl)thiazole COC=1C=C2C(=C(NC2=CC1)C)C=1N=C(SC1)C=1C=NC(=CC1)OC